C1(CCCC1)OC1=CC=C(C(C=C1)=O)O 5-(cyclopentyloxy)-2-hydroxycyclohepta-2,4,6-trien-1-one